2-(6-(4-Acetylpiperazin-1-yl)pyridin-2-yl)-4-(2-fluoro-6-methoxyphenyl)-2,3-dihydro-1H-pyrrolo[3,4-c]pyridin-1-one C(C)(=O)N1CCN(CC1)C1=CC=CC(=N1)N1CC=2C(=NC=CC2C1=O)C1=C(C=CC=C1OC)F